C1(=CC=CC=C1)C1=NC(=NC(=N1)C1=CC=CC=C1)C1=C(C=CC=C1)C=1C=C(C=CC1C1=C(C=CC=C1)C1=NC(=NC(=N1)C1=CC=CC=C1)C1=CC=CC=C1)C1=CC=C(C=C1)C#N 2''-(4,6-diphenyl-1,3,5-triazin-2-yl)-4'-(2-(4,6-diphenyl-1,3,5-triazin-2-yl)phenyl)-[1,1':3',1''-terphenyl]-4-carbonitrile